O=C1NC(CCC1N1C(C2=CC=CC(=C2C1=O)NCC=1C=NN(C1)CC)=O)=O 2-(2,6-dioxopiperidin-3-yl)-4-(((1-ethyl-1H-pyrazol-4-yl)methyl)amino)isoindoline-1,3-dione